6'-tert-butyl-2,2'-bipyridine C(C)(C)(C)C1=CC=CC(=N1)C1=NC=CC=C1